(3-(dimethylamino)propyl)-1H-imidazole-2-carboxylic acid CN(CCCN1C(=NC=C1)C(=O)O)C